ClC=1C(=C(C=C(C1CC1=C(C(=C(C=C1)O)C(C)C)F)Cl)NCC(=O)NC)F 2-((3,5-dichloro-2-fluoro-4-(2-fluoro-4-hydroxy-3-isopropylbenzyl)phenyl)amino)-N-methylacetamide